The molecule is a member of the class of dihydrochalcones that is dihydrochalcone with hydroxy substituents at positions 2' ,4' , and 6' and a formyl substituent at position 3'. It has a role as a metabolite. It is a member of dihydrochalcones, a polyphenol and a member of benzaldehydes. It derives from a dihydrochalcone. C1=CC=C(C=C1)CCC(=O)C2=C(C=C(C(=C2O)C=O)O)O